6-amino-1-benzyl-uracil NC1=CC(NC(N1CC1=CC=CC=C1)=O)=O